ClC1=CC=C(C=C1)OC1=CC(=C(C=C1)[C@@]1(OC[C@@H](O1)C)CN1N=CN=C1)Cl trans-3-chloro-4-[4-methyl-2-(1H-1,2,4-triazol-1-ylmethyl)-1,3-dioxolan-2-yl]phenyl 4-chlorophenyl ether